NC1=CC(=NC(=C1)NC1=CC(=CC=C1)F)C(=O)N(C)C1CC2=CC=CC=C2C1 4-Amino-N-(2,3-dihydro-1H-inden-2-yl)-6-((3-fluorophenyl)amino)-N-methylpyridineamide